diphenylcycloundecane C1(=CC=CC=C1)C1(CCCCCCCCCC1)C1=CC=CC=C1